FC1(CC(C1)OC=1C=CC2=C(C(N(S2(=O)=O)C)O)C1C)F 5-(3,3-difluorocyclobutoxy)-3-hydroxy-2,4-dimethyl-2,3-dihydrobenzo[d]isothiazole-1,1-dioxide